CC(C)C(C(C)C)NC1CC(CCC1)NC(C(C)C)C(C)C N,N'-bis(2,4-dimethyl-3-pentyl)-1,3-cyclohexanediamine